3'-chloro-N-{[(4R)-4-cyclopropyl-2,5-dioxoimidazolidin-4-yl]methyl}-4'-methyl[1,1'-biphenyl]-2-carboxamide ClC=1C=C(C=CC1C)C=1C(=CC=CC1)C(=O)NC[C@]1(NC(NC1=O)=O)C1CC1